O=C1N(CCC1)[C@H]1C(=NN(C1)C(=O)N[C@H](C)C=1C=NC(=NC1)C(F)(F)F)C1=CC=C(C=C1)C (R)-4-(2-oxopyrrolidin-1-yl)-3-(4-methylphenyl)-N-((R)-1-(2-(trifluoromethyl)pyrimidin-5-yl)ethyl)-4,5-dihydro-1H-pyrazole-1-carboxamide